CC=1C=CC=2N(C3=CC=CC=C3C2C1)C1=C(C(=CC(=N1)N1C2=CC=CC=C2C=2C=CC=CC12)C1=C(C=CC=C1)C1=NC(=CC=C1)C)N1C2=CC=CC=C2C=2C=CC=CC12 9,9'-(6-(3-methyl-9H-carbazol-9-yl)-4-(2-(6-methylpyridin-2-yl)phenyl)pyridine-2,5-diyl)bis(9H-carbazole)